(2R,3R,4R)-2-(6-(3-iodobenzylamino)-2-chloro-9H-purin-9-yl)tetrahydrofuran-3,4-diol IC=1C=C(CNC2=C3N=CN(C3=NC(=N2)Cl)[C@@H]2OC[C@H]([C@H]2O)O)C=CC1